CC1(NC(C2(N3C1=CC1=C3N=C(N=C1)NC1=CC=C(C=C1)S(=O)(=O)N)CCCCC2)=O)C 4-((6',6'-dimethyl-8'-oxo-7',8'-dihydro-6'H-spiro[cyclohexane-1,9'-pyrazino[1',2':1,5]pyrrolo[2,3-d]pyrimidin]-2'-yl)amino)benzenesulfonamide